C(C)(=O)N1[C@H](CCC2=CC(=CC=C12)C1=CC=C(C(=O)NCCNC(=O)C2=CC=3N=C(N=C(C3S2)N2CCOCC2)C=2C=NC(=NC2)N)C=C1)C (S)-N-(2-(4-(1-acetyl-2-methyl-1,2,3,4-tetrahydroquinolin-6-yl)benzamido)ethyl)-2-(2-amino-pyrimidin-5-yl)-4-morpholinothieno[3,2-d]pyrimidine-6-carboxamide